3-(aminomethyl)-4-fluoropyridin-2(1H)-one NCC=1C(NC=CC1F)=O